CC1=C(C=CC=C1)N1N=CC=C1C(C)(C)NC(C)=O N-(2-(1-(o-methylphenyl)-1H-pyrazol-5-yl)propane-2-yl)acetamide